6-(4-isopropyl-3-(5-(1-isopropylpiperidin-4-yl)pyridin-2-yl)-1H-pyrazol-5-yl)-8-methoxy-[1,2,4]triazolo[1,5-a]pyridine C(C)(C)C=1C(=NNC1C=1C=C(C=2N(C1)N=CN2)OC)C2=NC=C(C=C2)C2CCN(CC2)C(C)C